[N+](=O)([O-])C=1C=NN(C1)C(C)C1CCN(CC1)C(=O)OC(C)(C)C tert-butyl 4-(1-(4-nitro-1H-pyrazol-1-yl)ethyl)piperidine-1-carboxylate